C(O[C@@H]1[C@H](O[C@H]([C@@H]1O)N1C(NC(C=C1)=O)=O)CO)(OC)=O (2R,3S,4R,5R)-5-(2,4-dioxo-3,4-dihydropyrimidin-1(2H)-yl)-4-hydroxy-2-(hydroxymethyl)tetrahydrofuran-3-yl methyl carbonate